C(C=C)OC1=C(C=C(C(=O)OC)C=C1)S(NC1=C(C=C(C(=C1)C#N)Cl)N1C(CCCC1)COCCOCOCC[Si](C)(C)C)(=O)=O methyl 4-(allyloxy)-3-(N-(4-chloro-5-cyano-2-(2-(2,2-dimethyl-5,7,10-trioxa-2-silaundecan-11-yl)piperidin-1-yl)phenyl)sulfamoyl)benzoate